ClC=1C(=CC(=NC1)NC1=CC=CC=C1)N1C=NC(=C1)C(=O)OC methyl 1-(5-chloro-2-(phenylamino)pyridin-4-yl)-1H-imidazole-4-carboxylate